ClC=1C(=C(C=CC1)NC1=C(NC2=C1C(NCC2)=O)C2=C(C=NC=C2)OC[C@@H]2N(CC2)C(=O)OC(C)(C)C)OC tert-butyl (2R)-2-{[(4-{3-[(3-chloro-2-methoxyphenyl)amino]-4-oxo-1H,5H,6H,7H-pyrrolo[3,2-c]pyridin-2-yl}pyridin-3-yl)oxy]methyl}azetidine-1-carboxylate